Guanidine acetate salt C(C)(=O)O.NC(=N)N